OC1=CC=C(C=C1)CC1C(NC(C(N1)=O)CC1=CC=C(C=C1)O)=O 3,6-bis[(4-hydroxyphenyl)methyl]piperazine-2,5-dione